BrC1=CC=C2C(C=C(N(C2=C1)C(C)C)CO)=O 7-bromo-2-(hydroxymethyl)-1-isopropylquinolin-4(1H)-one